4-bromophenyl-aniline BrC1=CC=C(C=C1)NC1=CC=CC=C1